FC1(CC(C1)OC1=C(C=C(N)C=C1)F)F 4-(3,3-Difluorocyclobutoxy)-3-Fluoroaniline